tetrahydro-1,3,4,6-tetrakis(3-mercaptopropyl)-imidazo[4,5-d]imidazole-2,5(1H,3H)-dione SCCCN1C(N(C2C1N(C(N2CCCS)=O)CCCS)CCCS)=O